C1(C=CC(N1C1=CC=C(OC2=CC=C(C=C2)S(=O)(=O)C2=CC=C(C=C2)OC2=CC=C(C=C2)N2C(C=CC2=O)=O)C=C1)=O)=O bis[4-(4-maleimidophenoxy)phenyl] Sulfone